bis(2-hydroxyethoxy)-6,6'-bis(phenanthren-9-yl)-1,1'-binaphthyl OCCOC=1C(=C(C2=CC=C(C=C2C1)C=1C2=CC=CC=C2C=2C=CC=CC2C1)C1=CC=CC2=CC(=CC=C12)C=1C2=CC=CC=C2C=2C=CC=CC2C1)OCCO